COC1(CC(=CC(=C1)OC)C=CC1=CC=CC=C1)OC 3,5,3-trimethoxystilbene